CC(C)(C)NCC(COC1=CC=CC2=C1NC(=O)N2)O The molecule is a benzimidazole that is benzimidazol-2-one substituted at position 4 by a 3-(tert-butylamino)-2-hydroxypropoxy group. It has a role as a beta-adrenergic antagonist. It is a member of benzimidazoles, an aromatic ether, a secondary amino compound and a secondary alcohol.